4-methyl-2-((1-((2-(trimethylsilyl)ethoxy)methyl)-1H-pyrazol-3-yl)methyl)-4,6-dihydro-5H-thiazolo[5',4':4,5]pyrrolo[2,3-d]pyridazin-5-one CN1C2=C(C3=C1C(NN=C3)=O)SC(=N2)CC2=NN(C=C2)COCC[Si](C)(C)C